5-amino-2-(5-cyclopropyl-1,3,4-oxadiazol-2-yl)-N-[(dimethylamino)methylidene]Benzenesulfonamide NC=1C=CC(=C(C1)S(=O)(=O)N=CN(C)C)C=1OC(=NN1)C1CC1